di-tert-butyl-(2R,4R)-4-((6-chloro-3,5-difluoropyridin-2-yl)methyl)-2-methylpiperidine-1,4-dicarboxylic acid C(C)(C)(C)C1[C@](N(CC[C@@]1(C(=O)O)CC1=NC(=C(C=C1F)F)Cl)C(=O)O)(C)C(C)(C)C